C(C)N1C(NC2=CC(=CC=C2C1=O)C1=CC=CC(=N1)C(=O)NC=1C=NC(=CC1)C(NC)=O)=O 6-(3-ethyl-2,4-dioxo-1,2,3,4-tetrahydroquinazolin-7-yl)-N-(6-(methylcarbamoyl)pyridin-3-yl)picolinamide